5α-androstan-3-one C[C@@]12CCC[C@H]1[C@@H]1CC[C@H]3CC(CC[C@]3(C)[C@H]1CC2)=O